ClC=1C=C(C=CC1OCC1=NC=CC=C1)NC1=NC=NC2=CC(=C(C=C12)N)C#CC1[C@@H]2CN(C[C@H]12)C1COC1 N4-(3-chloro-4-(pyridin-2-ylmethoxy)phenyl)-7-(((1R,5S,6s)-3-(oxetan-3-yl)-3-azabicyclo[3.1.0]hexan-6-yl)ethynyl)quinazoline-4,6-diamine